C1(=CC=CC=C1)C(C(=O)O)=O.C(=O)OC(C1=CC=CC=C1)=O benzoyl formate (phenylglyoxylate)